C(C)N1CCC1 1-ethylazetidin